C(C)(C)C1=NC=CC=C1C1=NC=C2N(C(N(C2=N1)[C@@H](C)C1=CC=C(C=C1)C=1N(C=C(N1)C(F)(F)F)C)=O)C (S)-2-(2-isopropylpyridin-3-yl)-7-methyl-9-(1-(4-(1-methyl-4-(trifluoromethyl)-1H-imidazol-2-yl)phenyl)ethyl)-7,9-dihydro-8H-purin-8-one